C1(=CC=CC=C1)C(=C)CC(C)(CC)C1=CC=CC=C1 2,4-diphenyl-4-ethyl-1-pentene